FC(C=1C=C(C=C(C1)C(F)(F)F)[Se][Se]C1=CC(=CC(=C1)C(F)(F)F)C(F)(F)F)(F)F Bis(3,5-bistrifluoromethylphenyl) diselenide